ClC1=NN(C=C1)C1=C2C=CC(=NC2=CC=C1)C(=O)NS(=O)(=O)C1=C(C=CC(=C1)C1(CCOCC1)C)OC 5-(3-chloro-1H-pyrazol-1-yl)-N-((2-methoxy-5-(4-methyltetrahydro-2H-pyran-4-yl)phenyl)sulfonyl)quinoline-2-carboxamide